methyl 2-[4-[(4-chloro-3-cyano-1H-indol-7-yl)sulfamoyl]pyrazol-1-yl]-2-methyl-propanoate ClC1=C2C(=CNC2=C(C=C1)NS(=O)(=O)C=1C=NN(C1)C(C(=O)OC)(C)C)C#N